(1S,3S)-1-(2,6-difluoro-4-((1-(3-fluoropropyl)azetidin-3-yl)oxy)phenyl)-5-fluoro-2-(2-fluoro-2-methylpropyl)-3-methyl-2,3,4,9-tetrahydro-1H-pyrido[3,4-b]indole FC1=C(C(=CC(=C1)OC1CN(C1)CCCF)F)[C@@H]1N([C@H](CC2=C1NC1=CC=CC(=C21)F)C)CC(C)(C)F